[Cl-].COC1=C(C=C2C=C(N(C2=C1)S(=O)(=O)C1=CC=C(C)C=C1)C[NH3+])C(=O)OC (6-methoxy-5-(methoxycarbonyl)-1-tosyl-1H-indol-2-yl)methanaminium chloride